FC1=CC=C(C=C1)C1=NN(C=C1C=1C=2N(N=CC1)C=C(N2)CNC)C([2H])([2H])[2H] 1-(8-(3-(4-fluorophenyl)-1-(methyl-d3)-1H-pyrazol-4-yl)imidazo[1,2-b]pyridazin-2-yl)-N-methylmethanamine